(S)-6-(4-(3-(difluoromethyl)-4-fluorophenoxy)-3,3-difluoropyrrolidin-1-yl)-2-methyl-[4,5'-bipyrimidine]-2',4'(1'H,3'H)-dione FC(C=1C=C(O[C@@H]2C(CN(C2)C2=CC(=NC(=N2)C)C=2C(NC(NC2)=O)=O)(F)F)C=CC1F)F